NC1=NC=2C=C(C(=CC2C2=C1COC2)C(=O)N(C2CCC1=NC(=CC=C12)C(F)(F)F)C1=NN(C=C1)C)F 4-amino-7-fluoro-N-(1-methyl-1H-pyrazol-3-yl)-N-(2-(trifluoromethyl)-6,7-dihydro-5H-cyclopenta[b]pyridin-5-yl)-1,3-dihydrofuro[3,4-c]quinolin-8-carboxamide